tert-Butyl {4-[(2-{[(2S,5R)-6-benzyloxy-7-oxo-1,6-diazabicyclo[3.2.1]oct-2-yl]carbonyl}hydrazinyl)carbonyl]phenyl}carbamate C(C1=CC=CC=C1)ON1[C@@H]2CC[C@H](N(C1=O)C2)C(=O)NNC(=O)C2=CC=C(C=C2)NC(OC(C)(C)C)=O